(E)-3-(((3-chloropyridin-2-yl)methyl)amino)-5-(2-fluorostyryl)-4H-benzo[e][1,2,4]thiadiazine 1,1-dioxide ClC=1C(=NC=CC1)CNC1=NS(C2=C(N1)C(=CC=C2)\C=C\C2=C(C=CC=C2)F)(=O)=O